C(=O)C1=C(C(=C(N1)C)CCC(=O)OC)C 5-FORMYL-2,4-DIMETHYLPYRROLE-3-PROPIONIC ACID, METHYL ESTER